OC=1C(=C(C(=CC1)C)N1C=C2C(NC=3C(C4=C2C1=NC(=N4)C)=CN(N3)C)=O)C 4-(3-hydroxy-2,6-dimethylphenyl)-2,9-dimethyl-7,9-dihydro-1,3,4,7,8,9-hexaazabenzo[cd]cyclopenta[f]azulen-6(4H)-one